C1(CC1)S(=O)(=O)NC(C1=CC(=C(C=C1)C)SCC1=C(C=C(C=C1C)C)C)=O N-(cyclopropylsulfonyl)-3-((2,4,6-trimethylbenzyl)thio)-4-methylbenzamide